NC([C@H](C[C@H]1C(NCC1)=O)NC(=O)C1C[Si](CN1C(=O)C=1NC2=C(C=CC=C2C1)Cl)(C)C)=O N-((S)-1-Amino-1-oxo-3-((S)-2-oxopyrrolidin-3-yl)propan-2-yl)-1-(7-chloro-1H-indole-2-carbonyl)-3,3-dimethyl-1,3-azasilolidine-5-carboxamide